NC1=C(C(=NN1C1CCC(CC1)(C)O)C1=CC=C(C=C1)Br)C(=O)N 5-amino-3-(4-bromophenyl)-1-(4-hydroxy-4-methyl-cyclohexyl)pyrazole-4-carboxamide